(S)-1-(oxetan-2-ylmethyl)-2-((4-(6-(isoquinolin-6-ylmethoxy)pyridin-2-yl)piperidine-1-yl)methyl)-1H-benzo[d]imidazole-6-carboxylate O1[C@@H](CC1)CN1C(=NC2=C1C=C(C=C2)C(=O)[O-])CN2CCC(CC2)C2=NC(=CC=C2)OCC=2C=C1C=CN=CC1=CC2